P(=O)(OF)(OCCCCCCCC)[O-] perfluoro octyl phosphate